C(#N)C=1C=C(C=CC1F)NC(=O)N1CC=2C(=NN3C2C=2C(CC(C3)=C)=CON2)CC1 N-(3-cyano-4-fluorophenyl)-5-methylene-5,6,9,10-tetrahydro-4H-isoxazolo[3,4-c]pyrido[4',3':3,4]pyrazolo-[1,5-a]azepine-11(12H)-carboxamide